C(C)NC(C1=CC(=C(C=C1)NC1=CC(=CC=C1)C(F)(F)F)C=1N=NN(N1)C)=O N-ethyl-3-(2-methyl-2H-tetrazol-5-yl)-4-((3-(trifluoromethyl)phenyl)amino)benzamide